N1C[C@H](CC1)[C@H](C(=O)O)CC1=CC(=CC=C1)NS(=O)(=O)CC(F)(F)F (2R)-2-[(3R)-Pyrrolidin-3-yl]-3-[3-(2,2,2-trifluoro-ethylsulfonylamino)phenyl]propanoic acid